C1OC[C@H]2C1=C[C@H]1CCCN21 (3ar,7ar,8ar)-hexahydro-1H-furo[3,4-b]pyrrolizin